5-(1H-imidazol-2-yl)-2-(6-(methyl(2,2,6,6-tetramethylpiperidin-4-yl)amino)pyridazin-3-yl)phenol N1C(=NC=C1)C=1C=CC(=C(C1)O)C=1N=NC(=CC1)N(C1CC(NC(C1)(C)C)(C)C)C